6-chloro-8-[(1S,2S)-2-[1-[(2,2-difluorocyclopropyl)methyl]indazol-6-yl]cyclopropyl]imidazo[1,2-b]pyridazine ClC=1C=C(C=2N(N1)C=CN2)[C@@H]2[C@H](C2)C2=CC=C1C=NN(C1=C2)CC2C(C2)(F)F